BrC=1C=C(C=CC1OC(\C=C\C1=CC(=NC=C1)Cl)=O)C1NC(NC(=C1C(=O)OCC)C)=O (E)-ethyl 4-(3-bromo-4-(3-(2-chloropyridin-4-yl)acryloyloxy)phenyl)-6-methyl-2-oxo-1,2,3,4-tetrahydropyrimidine-5-carboxylate